CC1=CSC2=C1N=C(N=C2N2CCC(CC2)NCCCC=2C=NC=CC2C)NCCO 2-((7-Methyl-4-(4-((3-(4-methylpyridin-3-yl)propyl)amino)piperidin-1-yl)thieno[3,2-d]pyrimidin-2-yl)amino)ethanol